C(#N)C=1C=C(C=C(C1N[C@H](CC1(CC1)C1=CC=CC=C1)CCN(C)C)F)S(=O)(=O)NC(=O)C1(CCCCC1)OC (R)-N-((3-CYANO-4-((4-(DIMETHYLAMINO)-1-(1-PHENYLCYCLOPROPYL)BUTAN-2-YL)AMINO)-5-FLUOROPHENYL)SULFONYL)-1-METHOXYCYCLOHEXANE-1-CARBOXAMIDE